3-(2-Methoxyethyl)-7-{3-[4-(3-methylpyridin-2-yl)phenyl]-1H-pyrazolo[3,4-b]pyridin-5-yl}-2,3,4,5-tetrahydro-1H-3-benzazepine COCCN1CCC2=C(CC1)C=CC(=C2)C=2C=C1C(=NC2)NN=C1C1=CC=C(C=C1)C1=NC=CC=C1C